methyl 2-(3,5-dichloro-4-((5-cyclopropyl-6-oxo-1,6-dihydropyridazin-3-yl) oxy) phenyl)-3,5-dioxo-2,3,4,5-tetrahydro-1,2,4-triazine-6-carboxylate ClC=1C=C(C=C(C1OC1=NNC(C(=C1)C1CC1)=O)Cl)N1N=C(C(NC1=O)=O)C(=O)OC